C1(CC1)COCC=1N=C(SC1C1=CC(=C(OCCCC(=O)OCC)C(=C1)F)F)C ethyl 4-[4-(4-cyclopropylmethoxymethyl-2-methyl-thiazol-5-yl)-2,6-difluoro-phenoxy]-butyrate